C(CCOC1=C(C=C(C=C1C)F)C=1C(=C(C=C(C1)C(C)(CC(C)(C)C)C)N1C2=CC(=CC=C2C=2C=CC(=CC12)C(C)(C)C)C(C)(C)C)O)OC1(C(=CC(=CC1N1C2=CC(=CC=C2C=2C=CC(=CC12)C(C)(C)C)C(C)(C)C)C(C)(CC(C)(C)C)C)C1=CC(=CC(=C1)F)C)O 2',2''-(propane-1,3-diylbis(oxy))bis(3-(2,7-di-tert-butyl-9H-carbazol-9-yl)-5'-fluoro-3'-methyl-5-(2,4,4-trimethylpentan-2-yl)-[1,1'-biphenyl]-2-ol)